C(C)(C)(C)OC(=O)N1CCC(CC1)CCC1(CCN(CC1)C(=O)OCC1=CC=CC=C1)O benzyl 4-[2-(1-tert-butoxycarbonyl-4-piperidyl)ethyl]-4-hydroxy-piperidine-1-carboxylate